C[C@@]1(C(=O)[C@H](CO1)O)O The molecule is a tetrahydrofuranone that is tetrahydrofuran-3-one substituted at positions 2 and 4 by hydroxy groups and at position 2 by a methyl group. It is a tetrahydrofuranone, a diol and a secondary alpha-hydroxy ketone.